N,N-Dibenzyl-4-bromo-2-(3-methoxypropoxy)aniline C(C1=CC=CC=C1)N(C1=C(C=C(C=C1)Br)OCCCOC)CC1=CC=CC=C1